4-{1-{2-[(4-fluorophenyl)amino]-2-oxoethyl}-1H-benzimidazol-2-yl}-N-(3-methoxyphenyl)benzamide FC1=CC=C(C=C1)NC(CN1C(=NC2=C1C=CC=C2)C2=CC=C(C(=O)NC1=CC(=CC=C1)OC)C=C2)=O